(S)-3-((4-(docosyloxy)phenyl)sulfonyl)-4-(4-(4-ethylpiperazin-1-yl)-[1,4'-bipiperidin]-1'-yl)-6-(methylsulfinyl)quinoline C(CCCCCCCCCCCCCCCCCCCCC)OC1=CC=C(C=C1)S(=O)(=O)C=1C=NC2=CC=C(C=C2C1N1CCC(CC1)N1CCC(CC1)N1CCN(CC1)CC)[S@@](=O)C